C1(=CC=CC=C1)N(C(\C=C\C1=CC=CC=C1)=O)C1CSCC1 (E)-N,3-diphenyl-N-tetra-hydrothiophen-3-yl-prop-2-enamide